Bis-(4-tert-butylphenyl)-iodonium hexafluoroantimonat F[Sb-](F)(F)(F)(F)F.C(C)(C)(C)C1=CC=C(C=C1)[I+]C1=CC=C(C=C1)C(C)(C)C